NC1C(CC(CC1C)CC1CC(C(C(C1)C)N)C)C Bis(4-amino-3,5-dimethylcyclohexyl)-methan